3-(4-chlorophenyl)-2,5-dimethyl-hex-2-en-1-ol ClC1=CC=C(C=C1)C(=C(CO)C)CC(C)C